C(C1=CC=CC=C1)OC([C@H](CC1=CC(=C(C(=C1)F)C(F)(F)F)F)NC(=O)OC(C)(C)C)=O.COC1=CC=C(C=C1)C=1NC=C(N1)C(=O)C1=CC(=C(C(=C1)OC)OC)OC (2-(4-methoxyphenyl)-1H-imidazol-4-yl)(3,4,5-trimethoxyphenyl)methanone (S)-benzyl-2-((tert-butoxycarbonyl)amino)-3-(3,5-difluoro-4-(trifluoromethyl)phenyl)propanoate